(S)-3-amino-8-bromo-5-methyl-2,3-dihydropyrido[3,2-b][1,4]Oxaazepine N[C@H]1CN(C2=C(OC1)C=C(C=N2)Br)C